[Si](C)(C)(C(C)(C)C)OCC1=NOC(=C1)NC(N)=O 3-(3-(((tert-butyldimethylsilyl)oxy)methyl)isoxazol-5-yl)urea